ClC1=CC(=CC(=C1)[N+](=O)[O-])Cl 2,6-dichloro-4-nitrobenzene